2,2,2-trichloroacetamido-α-D-galactopyranose ClC(C(=O)N[C@@]1(O)[C@H](O)[C@@H](O)[C@@H](O)[C@H](O1)CO)(Cl)Cl